(3aR,4S,6R,6aS)-6-(6-(((1R,2S)-2-(3,4-difluorophenyl)cyclopropyl)amino)-2-(propylsulfanyl)-9H-purin-9-yl)-2,2-dimethyltetrahydro-3aH-cyclopenta[d][1,3]dioxol-4-ol FC=1C=C(C=CC1F)[C@H]1[C@@H](C1)NC1=C2N=CN(C2=NC(=N1)SCCC)[C@@H]1C[C@@H]([C@@H]2[C@H]1OC(O2)(C)C)O